4-{3-[3-(1-methylcyclopropyl)piperazin-1-yl]-1,2,4-triazin-6-yl}-7-(pyrazol-1-yl)-1H-indazole CC1(CC1)C1CN(CCN1)C=1N=NC(=CN1)C1=C2C=NNC2=C(C=C1)N1N=CC=C1